[N+](=O)([O-])C1=C(C(CNN)=CC(=C1)[N+](=O)[O-])O 3,5-dinitrosalicylhydrazine